(3S)-3-(1-amino-1-oxobutan-2-yl)pyrrolidine-1-carboxylic acid tert-butyl ester C(C)(C)(C)OC(=O)N1C[C@@H](CC1)C(C(=O)N)CC